CON(C(=O)C1=CC=CC2=CC(=CC=C12)OCCOCCOCCOCCOCCOCCO[Si](C(C)(C)C)(C)C)C N-methoxy-N-methyl-6-[(2,2,3,3-tetramethyl-4,7,10,13,16,19-hexaoxa-3-silahenicosan-21-yl)oxy]naphthalene-1-carboxamide